BrC1=CC=C2C(=NC(=NN21)Cl)NC=2N=CN(C2)C2=CC=CC=C2 7-bromo-2-chloro-N-(1-phenyl-1H-imidazol-4-yl)pyrrolo[2,1-f][1,2,4]triazin-4-amine